1-(piperazin-1-yl)ethanone HCl salt Cl.N1(CCNCC1)C(C)=O